C(C)(C)(C)OC(=O)N1CCC(CC1)=CBr 4-(bromomethylene)piperidine-1-carboxylic acid tert-butyl ester